(3-(6-(2-(2-oxa-7-azaspiro[3.5]nonan-7-yl)ethoxy)pyrazolo[1,5-a]pyridin-3-yl)-5-(3,5-difluoropyridin-2-yl)phenyl)-N-methylmethanesulfonamide C1OCC12CCN(CC2)CCOC=2C=CC=1N(C2)N=CC1C=1C=C(C=C(C1)C1=NC=C(C=C1F)F)CS(=O)(=O)NC